5-(6-(difluoromethyl)-2-(methylsulfonyl)pyrimidin-4-yl)-1-(3,4-dimethoxybenzyl)-3-fluoropyridin-2(1H)-one FC(C1=CC(=NC(=N1)S(=O)(=O)C)C=1C=C(C(N(C1)CC1=CC(=C(C=C1)OC)OC)=O)F)F